O1C(C1)COCC(COCC1OC1)C(C)(C)COCC1OC1 2-(1,3-bis(oxiran-2-ylmethoxy)propan-2-yl)-2-((oxiran-2-ylmethoxy)methyl)propane